ammonium perfluoro-2-methyl-3,6,8-trioxanonanoic acid FC(C(=O)O)(OC(C(OC(OC(F)(F)F)(F)F)(F)F)(F)F)C(F)(F)F.[NH4+]